O=S1(C[C@H](CC1)N(C(OC(C)(C)C)=O)C)=O tert-butyl (S)-(1,1-dioxidotetrahydrothiophen-3-yl)(methyl)carbamate